C(C)(C)(C)OC(=O)N1CCN(CC1)CC1=C(C=C(C=C1OC)C1=CN(C(C2=CN=CC=C12)=O)C)OC.C(C)(C)(C)C=1C=C2C=CC3=CC=CC4=CC=C(C1)C2=C43 7-(tert-butyl)pyrene Tert-Butyl-4-[[2,6-Dimethoxy-4-(2-Methyl-1-Oxo-2,7-Naphthyridin-4-Yl)Phenyl]Methyl]Piperazine-1-Carboxylate